ClC=1C=C(C=O)C=CC1OCC=1N(C(=CN1)Cl)C 3-CHLORO-4-[(5-CHLORO-1-METHYL-1H-IMIDAZOL-2-YL)METHOXY]BENZALDEHYDE